N2-(2-(trifluoromethyl)-phenyl)-oxalamide FC(C1=C(C=CC=C1)NC(C(=O)N)=O)(F)F